N-(2-(3,3-difluoropyrrolidin-1-yl)-4-(1H-pyrazol-5-yl)pyridin-3-yl)-6-(1,1,1-trifluoropropan-2-yl)nicotinamide FC1(CN(CC1)C1=NC=CC(=C1NC(C1=CN=C(C=C1)C(C(F)(F)F)C)=O)C1=CC=NN1)F